[N+](=O)([O-])C1=CC=C(C=C1)N1CCN(CC1)CCO 2-(4-(4-nitrophenyl)piperazin-1-yl)ethan-1-ol